FC=1C=C2C(CCN(C2=C(C1N1CC(NCC1)C)OC)C1CC1)=O 6-fluoro-8-methoxy-1-cyclopropyl-7-(3-methylpiperazine-1-yl)-2,3-dihydro-quinolin-4(1H)-one